6-(cyclopropanecarboxamido)-4-((3-(5-(hydroxymethyl)-1,2,4-oxadiazol-3-yl)-2-methoxyphenyl)amino)-N-(methyl-d3)pyridazine-3-carboxamide C1(CC1)C(=O)NC1=CC(=C(N=N1)C(=O)NC([2H])([2H])[2H])NC1=C(C(=CC=C1)C1=NOC(=N1)CO)OC